P(O)(N)OC[C@@H]1[C@H]([C@]([C@@H](O1)N1C(=O)NC(=O)C=C1)(O)OC)O 2'-methoxy-uridine phosphoramidite